N-(2,4-dimethyl-6-(4-methoxystyryl)benzyl)-3,3-dimethyl-N-phenylbutanamide CC1=C(CN(C(CC(C)(C)C)=O)C2=CC=CC=C2)C(=CC(=C1)C)C=CC1=CC=C(C=C1)OC